BrC1=CC(=CC2=CN(N=C12)CCN(C)C)[N+](=O)[O-] 2-(7-bromo-5-nitro-2H-indazol-2-yl)-N,N-dimethylethan-1-amine